C(=CC)OC(CC)=O.CN(C1=CC=CC=C1)C1=NC=C(C(=N1)N1N=CC(=C1)N1CCCC1)C(F)(F)F N-methyl-4-[[4-(4-pyrrolidin-1-ylpyrazol-1-yl)-5-(trifluoromethyl)pyrimidin-2-yl]amino]benzene propenyl-propanoate